ClCCN1C=2C3=C(C=CC2C2=CC(=C(C=C2C1=O)OC)OC)C=C1C(=C3)OCO1 12-(2-Chloroethyl)-2,3-dimethoxy-[1,3]dioxolo[4',5':4,5]benzo[1,2-c]phenanthridin-13(12H)-one